ClC1=C(C(=NC(=N1)S(=O)(=O)CC)N1CCS(CC1)(=O)=O)OC [6-chloro-2-(ethanesulfonyl)-5-methoxypyrimidin-4-yl]-1lambda6-thiomorpholine-1,1-dione